C12C(C3CC(CC(C1)C3)C2)NCCNC(=O)C2=NN(C(=C2C)C2=CC=C(C=C2)Cl)C2=CC(=C(C=C2)Cl)Cl N-(2-((1r,3r,5r,7r)-adamantan-2-ylamino)ethyl)-5-(4-chlorophenyl)-1-(3,4-dichlorophenyl)-4-methyl-1H-pyrazole-3-carboxamide